C(C)(C)(C)NS(=O)(=O)C1=C(C=CC(=C1)NC(=O)OCC1=C(C=CC=C1)F)C1=CN=C(S1)[C@@H]1CC[C@H](CC1)NC(OC(C)C)=O trans-isopropyl N-[4-[5-[2-(tert-butylsulfamoyl)-4-[(2-fluorophenyl)methoxy carbonylamino]phenyl]thiazol-2-yl]cyclohexyl]carbamate